2-(10-acryloyl-3-(8-chloro-7-fluoronaphthalen-1-yl)-4-fluoro-7-methyl-8-oxo-8,8a,9,10,11,12-hexahydro-7H-pyrazino[1',2':4,5]pyrazino[2,3-c][1,6]naphthyridin-11-yl)acetonitrile C(C=C)(=O)N1CC2N(C3=C(C=NC4=C(C(=NC=C34)C3=CC=CC4=CC=C(C(=C34)Cl)F)F)N(C2=O)C)CC1CC#N